(R)-N-(2-chloro-3-(3'-chloro-6-methoxy-5-((((5-oxopyrrolidin-2-yl)methyl)amino)methyl)-[2,4'-bipyridin]-2'-yl)phenyl)-4-(((2-hydroxyethyl)amino)methyl)-5-methoxypicolinamide ClC1=C(C=CC=C1C1=NC=CC(=C1Cl)C1=NC(=C(C=C1)CNC[C@@H]1NC(CC1)=O)OC)NC(C1=NC=C(C(=C1)CNCCO)OC)=O